Ethyl 6-chloro-3-(1-((1-(2-((4-chlorophenyl)sulfonamido)ethyl)piperidin-4-yl)methyl)-1H-1,2,3-triazol-4-yl)-1H-indol-2-carboxylat ClC1=CC=C2C(=C(NC2=C1)C(=O)OCC)C=1N=NN(C1)CC1CCN(CC1)CCNS(=O)(=O)C1=CC=C(C=C1)Cl